trans-3-hexen-1-yl salicylate C(C=1C(O)=CC=CC1)(=O)OCC\C=C\CC